C(C)(C)C1[C@H](C2C=CC1C2)C(=O)OCC ethyl (2S)-3-isopropylbicyclo[2.2.1]hept-5-ene-2-carboxylate